C(CC)OCOCCCC(CC(CC(CC(CC(CC(CC(CC(C)O)C)C)C)C)C)C)C 18-hydroxy-4,6,8,10,12,14,16-heptamethylnonadecyl propyloxymethyl ether